chloro-4''-((2,4-difluorobenzyl)oxy)-3-(2-hydroxypropan-2-yl)-5',6''-dimethyl-2H,2''H-[1,2':4',1''-terpyridine] ClC1N(C=CC=C1C(C)(C)O)C1=NC=C(C(=C1)N1CC=C(C=C1C)OCC1=C(C=C(C=C1)F)F)C